2-(2-((tert-butyldimethylsilyl)oxy)ethyl)piperidine-1-carboxylate [Si](C)(C)(C(C)(C)C)OCCC1N(CCCC1)C(=O)[O-]